pyrrolidine-3-carboxylic acid biphenyl-3-ylamide C1(=CC(=CC=C1)NC(=O)C1CNCC1)C1=CC=CC=C1